Tert-Butyl N-[2-[2-[2-[2-[2-(2-azidoethoxy)ethoxy]ethoxy]ethoxy]ethoxy]ethyl]carbamate N(=[N+]=[N-])CCOCCOCCOCCOCCOCCNC(OC(C)(C)C)=O